C1(CCCC1)N1C2=NC(=NC=C2N=C1NC1=CC=CC=C1)NC1=CC=C(C=C1)N1CCN(CC1)C1CCN(CC1)CC=1C(=C2CN(C(C2=CC1)=O)C1C(NC(CC1)=O)=O)F 3-(5-((4-(4-(4-((9-cyclopentyl-8-(phenylamino)-9H-purin-2-yl)amino)phenyl)piperazin-1-yl)piperidin-1-yl)methyl)-4-fluoro-1-oxoisoindolin-2-yl)piperidine-2,6-dione